trans-4-(8'-chloro-4'H,6'H-spiro[1,3-dioxolane-2,5'-[1,2,4]triazolo[4,3-a][1]benzazepin]-1'-yl)-N-(4-methoxybenzyl)-N-methylcyclohexanamine ClC=1C=CC2=C(CC3(CC=4N2C(=NN4)[C@@H]4CC[C@H](CC4)N(C)CC4=CC=C(C=C4)OC)OCCO3)C1